methyl 6-iodo-3-methyl-5-oxo-5H-thiazolo[3,2-a]pyridine-7-carboxylate IC1=C(C=C2N(C1=O)C(=CS2)C)C(=O)OC